(3aR,5r,6aS)-2-acetyl-N-(4-(5-carbamoyl-2,2-dimethyl-2,3-dihydro-1H-pyrrolizin-7-yl)pyridin-2-yl)octahydrocyclopenta[c]pyrrole-5-carboxamide C(C)(=O)N1C[C@@H]2[C@H](C1)CC(C2)C(=O)NC2=NC=CC(=C2)C=2C=C(N1CC(CC21)(C)C)C(N)=O